((2S,5R)-4-(1-(2-bromo-4-fluorophenyl)ethyl)-2,5-diethylpiperazin-1-yl)-4-methyl-2-(tetrahydro-2H-pyran-2-yl)-2,4-dihydro-5H-pyrazolo[4,3-B]pyridin-5-one BrC1=C(C=CC(=C1)F)C(C)N1C[C@@H](N(C[C@H]1CC)C=1N(N=C2C1N(C(C=C2)=O)C)C2OCCCC2)CC